N1=CN=C(C2=C1NC=C2)NC2C1=C(CN(C2)C(C=C)=O)N=CN1C 1-(7-((7H-Pyrrolo[2,3-d]pyrimidin-4-yl)amino)-1-methyl-6,7-dihydro-1H-imidazo[4,5-c]pyridin-5(4H)-yl)prop-2-en-1-one